4-(prop-1-yn-1-yl)tetrahydro-2H-pyran C(#CC)C1CCOCC1